CN1N=C(N=N1)C(=O)N 2-methyl-2H-tetrazole-5-carboxamide